methyl (R)-4-(4-ethylpyridin-3-yl)-2-(fluoromethyl)-5-oxo-1,4,5,7-tetrahydrofuro[3,4-b]pyridine-3-carboxylate C(C)C1=C(C=NC=C1)[C@@H]1C2=C(NC(=C1C(=O)OC)CF)COC2=O